tert-butyl N-[(1s,4s)-4-{4-[(4-methoxyphenyl)methyl]-1,2,4-triazol-3-yl}cyclohexyl]carbamate COC1=CC=C(C=C1)CN1C(=NN=C1)C1CCC(CC1)NC(OC(C)(C)C)=O